C(C1=CC=CC=C1)SC1=CC=C(C=C1)S(=O)(=O)N1CCN(CC1)C(=O)[O-] 4-((4-(benzylthio)phenyl)sulfonyl)piperazine-1-carboxylate